pentyl pentanoate (amyl valerate) C(CCCC)C(C(=O)O)CCC.C(CCCC)(=O)OCCCCC